NC1=C2N=C(N(C2=NC(=N1)OCCCC)CC1=C(C=C(C=C1)CNCC1=CC=CC=C1)OC)O 6-amino-9-(4-((benzylamino)methyl)-2-methoxybenzyl)-2-butoxy-9H-purin-8-ol